NC(C#N)C=1C=NN2C1C(=CC=C2)C 2-amino-2-(4-methylpyrazolo[1,5-a]pyridin-3-yl)acetonitrile